tert-butyl (R)-3-((7-(7,8-difluoronaphthalen-1-yl)-8-fluoro-2-((tetrahydro-1H-pyrrolizin-7a(5H)-yl)methoxy)pyrido[4,3-d]pyrimidin-4-yl)(methyl)amino)pyrrolidine-1-carboxylate FC1=CC=C2C=CC=C(C2=C1F)C1=C(C=2N=C(N=C(C2C=N1)N([C@H]1CN(CC1)C(=O)OC(C)(C)C)C)OCC12CCCN2CCC1)F